C1=CN(C(=O)N=C1N)[C@H]2[C@@H]([C@@H]([C@H](O2)COP(=O)(O)OP(=O)(O)OC[C@@H]3C(=C([C@H]4[C@@H](O3)NC5=C(N4)C(=O)NC(=N5)N)S)S)O)O The molecule is a molybdopterin dinucleotide, a thiol and a member of molybdopterins. It is a conjugate acid of a molybdopterin cytosine dinucleotide(3-).